(S)-4-((((6-(2-Chloro-3-(3-chloro-2-(3-methoxy-4-(((((S)-5-oxopyrrolidin-3-yl)methyl)amino)methyl)phenyl)pyridin-4-yl)phenyl)-2-methoxypyridin-3-yl)methyl)amino)methyl)pyrrolidin-2-one ClC1=C(C=CC=C1C1=C(C(=NC=C1)C1=CC(=C(C=C1)CNC[C@H]1CNC(C1)=O)OC)Cl)C1=CC=C(C(=N1)OC)CNC[C@@H]1CC(NC1)=O